(S)-1-(6-(1,4-dimethyl-1H-1,2,3-triazol-5-yl)-1-methyl-4-(phenyl-(tetrahydro-2H-pyran-4-yl)methyl)-1,4-dihydropyrazolo[3',4':4,5]pyrrolo[3,2-b]pyridin-3-yl)ethane-1-one CN1N=NC(=C1C=1C=C2C(=NC1)C1=C(N2[C@@H](C2CCOCC2)C2=CC=CC=C2)C(=NN1C)C(C)=O)C